N-(4-(1-(2,2,2-trifluoroethyl)-1H-pyrazol-3-yl)phenyl)acrylamide FC(CN1N=C(C=C1)C1=CC=C(C=C1)NC(C=C)=O)(F)F